C1=C(C=CC=2C3=CC=CC=C3C3=CC=CC=C3C12)C=1C=C(C=C(C1)C1=CC=2C3=CC=CC=C3C3=CC=CC=C3C2C=C1)N1C2=CC=CC=C2C=2C=CC=CC12 9-(3,5-Di(triphenylen-2-yl)phenyl)-9H-carbazole